C(C)(C)(C)OC(=O)N1[C@@H](CCC1)CONC(=O)[C@H]1N2C(N([C@H](C=C1C)C2)O[C@H](C(=O)OCC)F)=O (2S)-2-((((2S,5R)-6-((S)-2-ethoxy-1-fluoro-2-oxoethoxy)-3-methyl-7-oxo-1,6-diazabicyclo[3.2.1]Oct-3-ene-2-carboxamido)oxy)methyl)pyrrolidine-1-carboxylic acid tert-butyl ester